3-chloro-1-(3-fluoro-2,4-dihydroxyphenyl)propan-1-one ClCCC(=O)C1=C(C(=C(C=C1)O)F)O